(S)-benzyl 4-(2,3-bis(tosyloxy)propyl)piperidine-1-carboxylate S(=O)(=O)(C1=CC=C(C)C=C1)O[C@@H](CC1CCN(CC1)C(=O)OCC1=CC=CC=C1)COS(=O)(=O)C1=CC=C(C)C=C1